C[N+](CCCNC(C(=C)C)=O)(C)C N,N,N-trimethyl-3-[(2-methyl-1-oxo-2-propen-1-yl)amino]-1-propanaminium